N=1N=CN2C1C=CC=C2 [1,2,4]triazolo[4,3-a]pyridin